(2,3-dihydroxy-propoxy)-amine OC(CON)CO